C(C(=O)OC#CC)(=O)OC=C 2-propynyl vinyl oxalate